COC1=C(C=CC=C1)C(CN1C(N(C(C2=C1SC=C2C)=O)C2=CC=C(C(=O)OCC)C=C2)=O)OC2CCOCC2 Ethyl 4-(1-(2-(2-methoxyphenyl)-2-((tetrahydro-2H-pyran-4-yl)oxy)ethyl)-5-methyl-2,4-dioxo-1,4-dihydrothieno[2,3-d]pyrimidin-3(2H)-yl)benzoate